F[C@H]1NCCNC1 (2R,8S)-2-fluorotetrahydro-1H-pyrazin